C1(=CC=CC=2C3=CC=CC=C3CC12)COC(=O)N[C@@H](CC1=CNC2=CC=CC=C12)C(=O)O fluorenylmethoxycarbonyl-tryptophan